2-((4-Amino-3-(4-hydroxyphenyl)-1H-pyrazolo[3,4-d]pyrimidin-1-yl)methyl)-3-(4-chlorobenzyl)-5-ethynyl-quinazolin-4(3H)-one NC1=C2C(=NC=N1)N(N=C2C2=CC=C(C=C2)O)CC2=NC1=CC=CC(=C1C(N2CC2=CC=C(C=C2)Cl)=O)C#C